[Na].S1N=NC=C1 thiadiazole sodium salt